OC(CCCCCCCCCCCCCCCCCCCC(=O)O)CC=CCC=CC 21-Hydroxy-octacosa-23,26-dienoic acid